Cl.C12CC(CC(CC1)N2)OC2=CC=C1C=C(C(OC1=C2)=O)OC exo-7-[(8-azabicyclo[3.2.1]oct-3-yl)oxy]-3-methoxy-chromen-2-one hydrochloride